(S)-3-(((R)-tert-butylsulfinyl)amino)-3-(2-fluoro-5-(4,4,5,5-tetramethyl-1,3,2-dioxaborolan-2-yl)-3-(trifluoromethyl)phenyl)propanoate C(C)(C)(C)[S@@](=O)N[C@@H](CC(=O)[O-])C1=C(C(=CC(=C1)B1OC(C(O1)(C)C)(C)C)C(F)(F)F)F